2-(piperazin-1-yl)-4-propoxypyrimidine N1(CCNCC1)C1=NC=CC(=N1)OCCC